C[Si](C)(C)C#C[Si](C)(C)C Bis(trimethylsilyl)-acetylen